2-(4,4-difluoropiperidin-1-yl)-N-hydroxy-6-methylpyrimidine-4-carboximidamide FC1(CCN(CC1)C1=NC(=CC(=N1)C(NO)=N)C)F